(4-butoxy-2,3-difluorophenyl)boric acid C(CCC)OC1=C(C(=C(C=C1)OB(O)O)F)F